CC1=CC=C(C=C1)S(=O)(=O)[O-] MonoTosylate